zinc tetraphenylporphyrin C1=CC=C(C=C1)C2=C3C=CC(=C(C4=NC(=C(C5=CC=C([N-]5)C(=C6C=CC2=N6)C7=CC=CC=C7)C8=CC=CC=C8)C=C4)C9=CC=CC=C9)[N-]3.[Zn+2]